BrC1=C(CCC=2NC=C(N2)C2CCN(CC2)C(=O)OC(C)(C)C)C=C(C=C1)F tert-butyl 4-(2-(2-bromo-5-fluorophenethyl)-1H-imidazol-4-yl)piperidine-1-carboxylate